1-(5-(aminomethyl)thiophen-2-yl)-2-((8-methoxy-2-methyl-6-(trifluoromethyl)quinazolin-4-yl)thio)ethan-1-one hydrochloride Cl.NCC1=CC=C(S1)C(CSC1=NC(=NC2=C(C=C(C=C12)C(F)(F)F)OC)C)=O